BrC=1C=C(C=C2C(=C(C(=NC12)Cl)C)C(=O)Cl)C 8-bromo-2-chloro-3,6-dimethyl-quinoline-4-carbonyl chloride